N-cyclopentyl-2-(1-ethylazetidin-3-yl)benzo[d]thiazole-6-carboxamide C1(CCCC1)NC(=O)C1=CC2=C(N=C(S2)C2CN(C2)CC)C=C1